Tert-butyl 6-(ethoxyethyl)-2-(methoxymethoxy)-3-vinylbenzoate C(C)OCCC1=CC=C(C(=C1C(=O)OC(C)(C)C)OCOC)C=C